4'-isopropyl-2-hydroxy-2-methylbenzophenone C(C)(C)C1=CC=C(C=C1)C(C1C(C=CC=C1)(C)O)=O